1-(2-Cyclohexyl-5-methylphenoxy)-N-((6-(6-tosyl-1,6-diazaspiro[3.3]heptan-1-yl)pyridin-2-yl)sulfonyl)cyclopropane-1-carboxamide C1(CCCCC1)C1=C(OC2(CC2)C(=O)NS(=O)(=O)C2=NC(=CC=C2)N2CCC23CN(C3)S(=O)(=O)C3=CC=C(C)C=C3)C=C(C=C1)C